O=C1NC(CCC1N1C(OC2=C1C=CC(=C2)N2CCC(CC2)CN2CCC(CC2)NC(OC(C)(C)C)=O)=O)=O tert-butyl (1-((1-(3-(2,6-dioxopiperidin-3-yl)-2-oxo-2,3-dihydrobenzo[d]oxazol-6-yl)piperidin-4-yl)methyl)piperidin-4-yl)carbamate